ClC1=NC(=C2N=C(N(C2=N1)C1OCCCC1)CO)N1CCOCC1 (2-chloro-6-morpholino-9-(tetrahydro-2H-pyran-2-yl)-9H-purin-8-yl)methanol